COC1=CC=C(C=C1)C#CC1=C(C#N)C=CC=C1 2-((4-methoxyphenyl)ethynyl)benzonitrile